O[C@@H]1COCC[C@@H]1N(CCCCCCCC(=O)N(CCCCCCCCCC)CCCCCCCCCC)CCCCCCCC(=O)N(CCCCCCCCCC)CCCCCCCCCC 8,8'-(((3S,4S)-3-hydroxytetrahydro-2H-pyran-4-yl)-azanediyl)bis(N,N-didecyloctanamide)